COC1=CC(=C(C(=O)OC)C(=C1)C)NC(=O)C methyl 4-methoxy-2-((methylcarbonyl) amino)-6-methylbenzoate